N-2-hydroxyethyl-oleic amide OCCNC(CCCCCCC\C=C/CCCCCCCC)=O